(E)-4-(tert-butoxycarbonylamino)-4-methylpent-2-enoic acid ethyl ester C(C)OC(\C=C\C(C)(C)NC(=O)OC(C)(C)C)=O